[N+](=O)([O-])C1=CC=C(C=C1)OC(CCCCCCCCCCC)=O lauric acid-4-nitrophenyl ester